4-((ethylamino)methyl)-benzoic acid C(C)NCC1=CC=C(C(=O)O)C=C1